11-Tridecene CCCCCCCCCCC=CC